3-[[4-[(2R)-4,4-Dimethyl-2-[(5-morpholinopyrimidin-2-yl)methylamino]pentoxy]-5-methyl-6-[2-methyl-6-(tetrahydropyran-4-ylmethyl)phenyl]pyrimidin-2-yl]sulfamoyl]benzoic acid CC(C[C@H](COC1=NC(=NC(=C1C)C1=C(C=CC=C1CC1CCOCC1)C)NS(=O)(=O)C=1C=C(C(=O)O)C=CC1)NCC1=NC=C(C=N1)N1CCOCC1)(C)C